4-(oxetan-3-yloxy)aniline O1CC(C1)OC1=CC=C(N)C=C1